5-(1-methyl-1H-pyrazol-4-yl)-N-(1-(oxetan-3-yl)-3-(pyridin-2-yl)-1H-pyrazol-4-yl)furan-2-carboxamide CN1N=CC(=C1)C1=CC=C(O1)C(=O)NC=1C(=NN(C1)C1COC1)C1=NC=CC=C1